C(C1=CC=CC=C1)(=O)ON1C(=NC(=C1C1=CC=CC=C1)C1=NC=CC=C1)C1=C(C=CC=C1)Cl 2-(2-chlorophenyl)-5-phenyl-4-(pyridin-2-yl)-1H-imidazol-1-yl benzoate